(4,6-dimethoxypyrimidin-2-yl)-1-(2-methoxyformylbenzyl)sulfonylurea COC1=NC(=NC(=C1)OC)N(C(=O)N)S(=O)(=O)CC1=C(C=CC=C1)C(=O)OC